O=C(/C=C/C(=O)OC(C)(C)C)NCC1CN(C=2N(C1)N=CC2)C2=CC=C(C=C2)C(F)(F)F tert-butyl (E)-4-oxo-4-(((4-(4-(trifluoromethyl)phenyl)-4,5,6,7-tetrahydropyrazolo[1,5-a]pyrimidin-6-yl)methyl)amino)but-2-enoate